ClC=1N=CC(=NC1)N1N=C(C(C1=O)C(=O)NC1=CC(=CC=C1)C(CC)(F)F)C 1-(5-chloropyrazin-2-yl)-N-(3-(1,1-difluoropropyl)phenyl)-3-methyl-5-oxo-4,5-dihydro-1H-pyrazole-4-carboxamide